NC1=C(C=C(C(=O)OC)C=C1OC)NCC1(CC1)C#N methyl 4-amino-3-(((1-cyanocyclopropyl)methyl)amino)-5-methoxybenzoate